C(C)(C)(C)OC(=O)N[C@H](C(=O)OCC)CCC(C)(F)F ethyl (S)-2-((tert-butoxycarbonyl)amino)-5,5-difluorohexanoate